6-(3-Amino-6-(1-(((2R,5R)-5-methylmorpholin-2-yl)methyl)-1H-pyrazol-4-yl)pyrazin-2-yl)-2-(3,5-dimethoxyphenyl)pyridazin-3(2H)-on NC=1C(=NC(=CN1)C=1C=NN(C1)C[C@H]1CN[C@@H](CO1)C)C=1C=CC(N(N1)C1=CC(=CC(=C1)OC)OC)=O